(dimethylaminopropyl-methacryloxyphenyl)porphine CN(C)CCCC=1C(=C(C=CC1)C1=C2NC(=C1)C=C1C=CC(=N1)C=C1C=CC(N1)=CC=1C=CC(N1)=C2)OC(C(=C)C)=O